C1(=CC=CC2=CC=CC=C12)CCOS(=O)(=O)C1=CC=C(C)C=C1 p-toluenesulfonic acid (1-naphthylethyl) ester